C(C)OC(=O)C=1C=NC2=CC=C(C=C2C1O)Cl ethyl-6-chloro-4-hydroxyquinoline-3-carboxylate